C1(CCCC1)NC=1C2=C(N=C(N1)C(F)(F)F)N(C=C2)[C@H]2[C@@H]([C@@H]([C@H](O2)CS(=O)(=O)CP(O)(O)=O)O)O [(2S,3S,4R,5R)-5-[4-(cyclopentylamino)-2-(trifluoromethyl)-pyrrolo[2,3-d]-pyrimidin-7-yl]-3,4-dihydroxy-tetrahydro-furan-2-yl]methyl-sulfonylmethylphosphonic acid